n-butyl α-chloroacrylate ClC(C(=O)OCCCC)=C